ClC=1C=CC2=C([C@@H](C[C@@H](O2)C(=O)NC23CC(C2)(C3)N3C=NC(=C3)[C@@H]3C[C@@H](C3)OC(F)(F)F)O)C1 (2R,4R)-6-chloro-4-hydroxy-N-(3-{4-[cis-3-(trifluoromethoxy)cyclobutyl]-1H-imidazol-1-yl}bicyclo[1.1.1]pentan-1-yl)-3,4-dihydro-2H-1-benzopyran-2-carboxamide